5-bromo-2-chloro-4-methylnicotinic acid BrC=1C=NC(=C(C(=O)O)C1C)Cl